osmium(II) picolinate chloride [Cl-].N1=C(C=CC=C1)C(=O)[O-].[Os+2]